C1C=CC(=C=O)C(=C=O)C1=C=O tricarbonylbenzene